N-(4-((2,5-dimethyl-4,5-dihydro-[1,2,4]triazolo[1,5-a]quinoxalin-6-yl-4,4-d2)amino)-5-(propanoyl-3,3,3-d3)pyridin-2-yl)cyclopropanecarboxamide CC1=NN2C(C(N(C3=C(C=CC=C23)NC2=CC(=NC=C2C(CC([2H])([2H])[2H])=O)NC(=O)C2CC2)C)([2H])[2H])=N1